4-bromo-1-hexanol BrC(CCCO)CC